C(C)(C)(C)C1N(CCN(C1)C1=NC=2N(C=C1F)N=CC2I)C(=O)O.CN[C@@H](CCCCN)C(=O)O N-methyl-lysine tert-butyl-4-(6-fluoro-3-iodo-pyrazolo[1,5-a]pyrimidin-5-yl)piperazine-1-carboxylate